FC=1C(=C(C=CC1)C1CCN(CC1)C(=O)C1=NNC2=C1CN(CC2)C(=O)NC)C(F)(F)F 3-(4-(3-fluoro-2-(trifluoromethyl)phenyl)piperidine-1-carbonyl)-N-methyl-1,4,6,7-tetrahydro-5H-pyrazolo[4,3-c]pyridine-5-carboxamide